CC=1C2=C(C(N(C1)C1CCN(CC1)C(=O)OC(C)(C)C)=O)COC2=O tert-butyl 4-(7-methyl-1,4-dioxo-1,4-dihydrofuro[3,4-c]pyridin-5(3H)-yl)piperidine-1-carboxylate